(3R)-4-(4-((2,6-dioxopiperidin-3-yl)oxy)phenyl)-3-methylpiperazine-1-carboxylic acid tert-butyl ester C(C)(C)(C)OC(=O)N1C[C@H](N(CC1)C1=CC=C(C=C1)OC1C(NC(CC1)=O)=O)C